C1=CC=CC=2C3=CC=CC=C3C(=CC12)C1=C(C(=C2C=CC=CC2=C1)C1=CC(=CC2=CC=CC=C12)C=1C2=CC=CC=C2C=2C=CC=CC2C1)O (R)-3,3'-di-9-phenanthryl-1,1'-binaphthol